C1(CC1)C([C@@H](C=1OC2=C(N1)C=C(C=C2)CN2C(N[C@@H](C2)C(F)(F)F)=O)NC(CC2=CC(=NO2)C)=O)C2CC2 N-((S)-2,2-dicyclopropyl-1-(5-(((S)-2-oxo-4-(trifluoromethyl)imidazolidin-1-yl)methyl)benzo[d]oxazol-2-yl)ethyl)-2-(3-methyl-isoxazol-5-yl)acetamide